N-acetylpentanamide C(C)(=O)NC(CCCC)=O